C(C)(C)(C)OC(NC=1SC2=C(N1)C=CC=C2C=O)=O (7-Formylbenzo[d]thiazol-2-yl)carbamic acid tert-butyl ester